N-(trimethylsilyl)piperazine C[Si](N1CCNCC1)(C)C